7-methyl-purin-8-imine CN1C(NC2=NC=NC=C12)=N